C(C)(C)(C)OC(=O)N[C@H](C(=O)[O-])C(C)C (S)-2-tert-butoxycarbonylamino-3-methylbutyrate